C(#N)CC1=CC(=C(C=C1F)N1C(C2=CC=CC=C2C(=C1)S(=O)(=O)N)=O)F (4-(cyanomethyl)-2,5-difluorophenyl)-1-oxo-1,2-dihydroisoquinoline-4-sulfonic acid amide